FC(C=1C(=C(C=CC1)[C@@H](C)NC=1C2=C(N=C(N1)C)N=C(C(=C2)C2(CCN(CC2)C(CF)=O)O)OCC)F)F (R)-1-(4-(4-((1-(3-(difluoromethyl)-2-fluorophenyl)ethyl)amino)-7-ethoxy-2-methylpyrido[2,3-d]pyrimidin-6-yl)-4-hydroxypiperidin-1-yl)-2-fluoroethan-1-one